C=CCCCCCC n-Octen